[4-chloro-3-({[2-isopropyl-1-(3-phenylpropyl)-1H-pyrrole-3-yl]carbonyl}amino)phenyl]acetic acid ClC1=C(C=C(C=C1)CC(=O)O)NC(=O)C1=C(N(C=C1)CCCC1=CC=CC=C1)C(C)C